N-(5-(2-(5-chloropyridin-2-yl)ethoxy)-1,3,4-thiadiazol-2-yl)-4-(2-methoxyphenyl)-6-methylnicotinamide ClC=1C=CC(=NC1)CCOC1=NN=C(S1)NC(C1=CN=C(C=C1C1=C(C=CC=C1)OC)C)=O